(S)-3-((5-amino-6-methylpyrazin-2-yl)ethynyl)-4-methyl-N-(4-(4-methylpiperazin-1-yl)chroman-7-yl)benzamide NC=1N=CC(=NC1C)C#CC=1C=C(C(=O)NC2=CC=C3[C@H](CCOC3=C2)N2CCN(CC2)C)C=CC1C